COC1=CC(=C(C(=C1C(C=CC1=CC=C(C=C1)NS(=O)(=O)C)=O)OCOC)CC=C(C)C)OCOC N-(4-{3-[6-methoxy-2,4-bis-methoxymethoxy-3-(3-methyl-but-2-enyl)-phenyl]-3-oxo-propenyl}-phenyl)-methanesulphonamide